3-bromo-1-(5-bromo-3-chloropyridin-2-yl)-1H-pyrazole BrC1=NN(C=C1)C1=NC=C(C=C1Cl)Br